N12CCN(C(CC1)CC2)C(=O)N2N=C(C1=C2C(CO1)(C)C)C1=CC=C(C=C1)F (1,4-diazabicyclo[3.2.2]nonan-4-yl)(3-(4-fluoro-phenyl)-6,6-dimethyl-5,6-dihydro-1H-furo[3,2-c]pyrazol-1-yl)methanone